CC1=NC2=CC3=C(C=C2C(=N1)N)OCCO3 2-methyl-7,8-dihydro-[1,4]dioxino[2,3-g]quinazolin-4-amine